N1(CCNCCN(CCNCC1)C(=O)O)C(=O)O 1,4,7,10-tetraazacyclododecane-1,7-dicarboxylic acid